C(C1=CC=CC=C1)(=O)O.NC(C(=O)OC(C)(C)C)(C)C tert-Butyl 2-aminoisobutyrate benzoate salt